N1=C(C=CC=C1)SSCCNC(OC(C)(C)C)=O [2-(2-pyridyldithio)ethyl]-carbamic acid, 1-dimethylethyl ester